1-(3-methoxyphenyl)-6,7-dihydro-1H-pyrazolo[3'',4'':4',5']pyrimido[1',2':1,2]pyrido[3,4-b]indol-4(12H)-one COC=1C=C(C=CC1)N1N=CC2=C1N=C1N(CCC3=C1NC1=CC=CC=C31)C2=O